heptadecane Manganese(II) [Mn+2].CCCCCCCCCCCCCCCCC